sodium-copper-nickel-iron-manganese titanium [Ti].[Mn].[Fe].[Ni].[Cu].[Na]